COC=1C=C(C=NC1)C1=CC(=NC=C1)C=1NC(=C(N1)C)NC(C)=O N-[2-(5-Methoxy-3,4'-bipyridin-2'-yl)-4-methyl-1H-imidazol-5-yl]acetamid